1-((2R,3R,4R,5R)-3,4-dihydroxy-5-(hydroxymethyl)-4-methyl-tetrahydrofuran-2-yl)pyrimidine-2,4(1H,3H)-dione O[C@H]1[C@@H](O[C@@H]([C@]1(C)O)CO)N1C(NC(C=C1)=O)=O